N-margaroyl-glycine C(CCCCCCCCCCCCCCCC)(=O)NCC(=O)O